4-bromo-2,6-bis(propan-2-yl)aniline BrC1=CC(=C(N)C(=C1)C(C)C)C(C)C